NC1=C(C=C(C=C1)[N+](=O)[O-])CN1N=C(N=N1)CC=1N=NN(N1)CC=1C=C(C2=CC=CC=C2C1)C(=O)OCC Ethyl 3-{[5-({2-[(2-amino-5-nitrophenyl)methyl]-2H-1,2,3,4-tetrazol-5-yl}methyl)-2H-1,2,3,4-tetrazol-2-yl]methyl}naphthalene-1-carboxylate